1-(2-amino-6-(2-propanyl)phenyl)-6-chloro-7-(2-fluorophenyl)-4-((2S)-2-methyl-4-(2-propenoyl)-1-piperazinyl)pyrido[2,3-d]pyrimidin-2(1H)-one NC1=C(C(=CC=C1)C(C)C)N1C(N=C(C2=C1N=C(C(=C2)Cl)C2=C(C=CC=C2)F)N2[C@H](CN(CC2)C(C=C)=O)C)=O